tert-butyl (1-(3-bromo-5-(2,3-dichlorophenyl)-6-((4-methoxybenzyl)oxy)pyrazin-2-yl)-4-methylpiperidin-4-yl)carbamate BrC=1C(=NC(=C(N1)C1=C(C(=CC=C1)Cl)Cl)OCC1=CC=C(C=C1)OC)N1CCC(CC1)(C)NC(OC(C)(C)C)=O